CS(=O)(=O)[O-].C(CCCCCCCCCC)[N+]1=CC(=CC=C1)C 1-undecyl-3-methylpyridinium methanesulfonate